1-ethyl-2-(4-(1-hydroxyethyl)phenyl)-1H-imidazole-4-carbonitrile C(C)N1C(=NC(=C1)C#N)C1=CC=C(C=C1)C(C)O